C1(CCC(N1OC(=O)C=1C(OC2=CC(=CC=C2C1)O)=O)=O)=O 7-hydroxycoumarin-3-carboxylic acid succinimidyl ester